COCCCOC=1C=C(C=CC1C(CCC(F)(F)F)=O)CC(C(C)C)NC=O N-(1-(3-(3-methoxypropoxy)-4-(4,4,4-trifluorobutanoyl)phenyl)-3-methylbutan-2-yl)formamide